N-(2-(7-chloro-5-methylpyrrolo[2,1-f][1,2,4]triazin-4-yl)-2-azaspiro[3.3]heptan-6-yl)-N-(3,3,3-trifluoro-2-hydroxypropyl)sulfamide ClC1=CC(=C2C(=NC=NN21)N2CC1(C2)CC(C1)N(S(=O)(=O)N)CC(C(F)(F)F)O)C